(R)-2-(3-(3-chloro-4-fluorophenyl)-1-(1-(7,8-difluoro-1-oxo-1,2-dihydroisoquinolin-4-yl)ethyl)ureido)ethane-1-sulfonamide ClC=1C=C(C=CC1F)NC(N([C@H](C)C1=CNC(C2=C(C(=CC=C12)F)F)=O)CCS(=O)(=O)N)=O